C1(=CC=C(C=C1)C(=C)C1N(C1)C1=CC=C(C=C1)C)C 2-(1-(p-tolyl)vinyl)-1-p-tolylaziridine